4-(octadecan-2-yl)oxazol-2(3H)-one CC(CCCCCCCCCCCCCCCC)C=1NC(OC1)=O